2-azido-4-oleylamino-6-chloro-1,3,5-triazine N(=[N+]=[N-])C1=NC(=NC(=N1)NCCCCCCCC\C=C/CCCCCCCC)Cl